C(C(=O)[O-])(=O)[O-].C1N(CC12C[NH2+]C2)C(=O)OC(C)(C)C.C(C)(C)(C)OC(=O)N2CC1(C2)C[NH2+]C1 tert-butyl 2-aza-6-azoniaspiro[3.3]heptane-2-carboxylate oxalate